N-((R)-1-(3-Amino-5-(trifluoromethyl)phenyl)ethyl)-7-methoxy-6-((1-((S)-1-methoxyethyl)cyclopropyl)Methoxy)-2-methylquinazolin-4-amine NC=1C=C(C=C(C1)C(F)(F)F)[C@@H](C)NC1=NC(=NC2=CC(=C(C=C12)OCC1(CC1)[C@H](C)OC)OC)C